2,5-difluoro-4-{3-[(pyrrolidin-1-yl)carbonyl]-5-(trifluoromethyl)phenoxy}-N-(1,2,4-thiadiazol-5-yl)benzene-1-sulfonamide FC1=C(C=C(C(=C1)OC1=CC(=CC(=C1)C(F)(F)F)C(=O)N1CCCC1)F)S(=O)(=O)NC1=NC=NS1